COC1O[C@@H]([C@H]2OC(O[C@H]21)(C)C)CC=O 2-[(3aR,6R,6aR)-4-methoxy-2,2-dimethyl-3a,4,6,6a-tetrahydrofuro[3,4-d][1,3]dioxol-6-yl]acetaldehyde